3,4-dichloro-1-(3-(trimethylsilyl)prop-2-yn-1-yl)-1H-pyrazolo[3,4-b]pyridine ClC1=NN(C2=NC=CC(=C21)Cl)CC#C[Si](C)(C)C